(E)-4-chloro-N'-hydroxy-N-phenylbenzimidamide ClC1=CC=C(/C(/NC2=CC=CC=C2)=N\O)C=C1